1-(2-amino-3-ethylsulfonyl-imidazo[1,2-a]pyridin-6-yl)cyclopropanecarbonitrile NC=1N=C2N(C=C(C=C2)C2(CC2)C#N)C1S(=O)(=O)CC